4-(2-(3,4-difluorobenzyl)-3-((1r,4r)-4-methoxycyclohexyl)-3H-imidazo[4,5-b]pyridin-6-yl)-3,5-dimethylisoxazole FC=1C=C(CC2=NC=3C(=NC=C(C3)C=3C(=NOC3C)C)N2C2CCC(CC2)OC)C=CC1F